(3-((2-(pyridin-4-yl)phenyl)ethynyl)-1H-indazol-5-yl)(2,6-diazaspiro[3.5]nonan-2-yl)methanone N1=CC=C(C=C1)C1=C(C=CC=C1)C#CC1=NNC2=CC=C(C=C12)C(=O)N1CC2(C1)CNCCC2